OCCN1C(C(CC1)NC(C1=C(C=C(C=C1)NS(=O)(=O)CCO)N1CCC2(CC2)CC1)=O)=O N-(1-(2-hydroxyethyl)-2-oxopyrrolidin-3-yl)-4-((2-hydroxyethyl)sulfonamido)-2-(6-azaspiro[2.5]octan-6-yl)benzamide